(2,4-dimethyl)cyclopentadiene CC1=CCC(=C1)C